CC=1C(=NC=C(C1)C)OCC(C(=O)N[C@H]1[C@@H](CN(CC1)C)CC)(C)C trans-3-((3,5-dimethylpyridin-2-yl)oxy)-N-(3-ethyl-1-methylpiperidin-4-yl)-2,2-dimethylpropionamide